2-(4-(1-methylpyrrolidin-2-yl)benzyl)-7,8-dihydro-2H-imidazo[1,2-a]pyrazolo[4,3-e]pyrimidin-4(5H)-one CN1C(CCC1)C1=CC=C(CN2N=C3C(C(NC=4N3CCN4)=O)=C2)C=C1